ClC=1C=C(C(=C(C1)Cl)N)N 4,6-dichlorobenzene-1,2-diamine